7-(8-chloronaphthalen-1-yl)-2-(((2R,7aS)-2-fluorohexahydro-1H-pyrrolizin-7a-yl)methoxy)-N-methyl-N-((R)-pyrrolidin-3-yl)-5,6,7,8-tetrahydropyrido[3,4-d]pyrimidin-4-amine ClC=1C=CC=C2C=CC=C(C12)N1CC=2N=C(N=C(C2CC1)N([C@H]1CNCC1)C)OC[C@]12CCCN2C[C@@H](C1)F